C1(CC1)C([C@@H](C=1OC2=C(N1)C=C(C=C2)CN2C(N[C@@H](C2)C(F)(F)F)=O)NC(=O)C=2N=CSC2C)C2CC2 N-((S)-2,2-dicyclopropyl-1-(5-(((S)-2-oxo-4-(trifluoromethyl)imidazolidin-1-yl)methyl)benzo[d]oxazol-2-yl)ethyl)-5-methylthiazole-4-carboxamide